C[Sn](C=1C=CC=C2C=CC=C(C12)CC#N)(C)C 2-(8-trimethylstannyl-1-naphthyl)acetonitrile